C(C1=CC=CC=C1)OC=1C=CC2=C(C(=C(O2)C)C(=O)N[C@@H]2CN(CCC2)C2COC2)C1 (S)-5-(benzyloxy)-2-methyl-N-(1-(oxetan-3-yl)piperidin-3-yl)benzofuran-3-carboxamide